tert-butyl 7-methyl-3-(4,4,5,5-tetramethyl-1,3,2-dioxaborolan-2-yl)indole-1-carboxylate CC=1C=CC=C2C(=CN(C12)C(=O)OC(C)(C)C)B1OC(C(O1)(C)C)(C)C